FC1=CC=C(C=C1)CC(=O)N1CC2(C1)CN(C2)C(C)C2=CC(=CC=C2)C(F)(F)F 2-(4-Fluoro-phenyl)-1-{6-[1-(3-trifluoromethyl-phenyl)-ethyl]-2,6-diaza-spiro[3.3]hept-2-yl}-ethanone